C(OC(C)Cl)(OCC(CC#C)CC#C)=O 1-Chloroethyl (2-(prop-2-yn-1-yl)pent-4-yn-1-yl) carbonate